C1(=CC=CC2=CC=CC=C12)[C@@H](C)NC[C@@H]1OCCN(C1)C=1C=C(C(=O)O)C=C(C1)C(F)(F)F 3-((S)-2-((((R)-1-(naphthalen-1-yl)ethyl)amino)methyl)morpholino)-5-(trifluoromethyl)benzoic acid